ClC1=C(C=CC(=C1OC=1C(=C2C(NC=NC2=CC1)=O)F)F)NC(OC(C)(C)C)=O tert-butyl (2-chloro-4-fluoro-3-((5-fluoro-4-oxo-3,4-dihydroquinazolin-6-yl)oxy)phenyl)carbamate